C1(=CC(C(CC1)C(C)C)S)C Menthenthiol